BrC=1C=C2C(=CN(C2=CC1)C(CCO)=O)/C(=C/C=1C=C(C#N)C=CC1OC)/C#N (Z)-3-(2-(5-bromo-1-(3-hydroxypropionyl)-1H-indol-3-yl)-2-cyanovinyl)-4-methoxybenzonitrile